tert-butyl (S)-(1-((1-(5-(3-cyano-6-ethoxypyrazolo[1,5-a]pyridin-4-yl)pyridin-2-yl)-4-methylpiperidin-4-yl)amino)-1-oxobutan-2-yl)carbamate C(#N)C=1C=NN2C1C(=CC(=C2)OCC)C=2C=CC(=NC2)N2CCC(CC2)(C)NC([C@H](CC)NC(OC(C)(C)C)=O)=O